6-(1-(2-oxoindolin-4-yl)ethyl)pyridine-2,4-dicarboxamide O=C1NC2=CC=CC(=C2C1)C(C)C1=CC(=CC(=N1)C(=O)N)C(=O)N